N-(4-chloro-2-quinolinyl)-1,1-diphenyl-methanimine ClC1=CC(=NC2=CC=CC=C12)N=C(C1=CC=CC=C1)C1=CC=CC=C1